CC1(NCCNC1)C 2,2-dimethyl-piperazin